(Z)-cyclooct-4-en-1-yl (1R,4S)-4,7,7-trimethyl-3-oxo-2-oxabicyclo[2.2.1]heptane-1-carboxylate C[C@]12C(O[C@](CC1)(C2(C)C)C(=O)OC2CC\C=C/CCC2)=O